ClC1=C(C=CC=C1Cl)N1C2CN(CC1CC2)CC=2C=C1C=NC(C1=CC2)=O 5-((8-(2,3-dichlorophenyl)-3,8-diazabicyclo[3.2.1]octan-3-yl)methyl)-1-oxoisoindole